ClC1=C(C=CC=C1)C1CC2(C1)NC(N(C2=O)C=2C(=NC=CC2)F)=O 2-(2-chlorophenyl)-7-(2-fluoropyridin-3-yl)-5,7-diazaspiro[3.4]octane-6,8-dione